C[Si](C)(C)C[N+]1(C=CC2=CC=CC=C12)[O-] N-(trimethylsilyl)methyl-indole oxide